BrCCCCCCCCCC(CCCCCCCC)Br 1,10-dibromooctadecane